CNCCCCCCCCCCCCCCCCCC N-methyl-stearylamine